C1(CCCC1)N1C(=CC2=C1N=C(N=C2)NC2=NC=C(C=C2)CCC2CCNCC2)C(=O)N(C)C 7-cyclopentyl-N,N-dimethyl-2-[[5-[2-(4-piperidinyl)ethyl]-2-pyridinyl]amino]pyrrolo[2,3-d]pyrimidine-6-carboxamide